(R)-5-(2-((1-cyclopropylethyl)amino)-7H-pyrrolo[2,3-d]pyrimidin-5-yl)-N-(1-methylpiperidin-4-yl)pyrazolo[1,5-a]pyridine-3-carboxamide C1(CC1)[C@@H](C)NC=1N=CC2=C(N1)NC=C2C2=CC=1N(C=C2)N=CC1C(=O)NC1CCN(CC1)C